(ethyl)-carbamate C(C)NC([O-])=O